C(C)(C)(C)OCC(F)C1=NC=CC(=C1)NC(=O)[C@@H]1O[C@]([C@H]([C@H]1C1=C(C(=C(C=C1)F)F)OC)C)(C(F)(F)F)C (2r,3s,4s,5r)-N-(2-(2-(tert-butoxy)-1-fluoroethyl)pyridin-4-yl)-3-(3,4-difluoro-2-methoxyphenyl)-4,5-dimethyl-5-(trifluoromethyl)tetrahydrofuran-2-carboxamide